Nonane hemioxalate C(C(=O)O)(=O)O.CCCCCCCCC.CCCCCCCCC